5-(2-{5-[(3R,5R)-3-amino-5-fluoropiperidine-1-carbonyl]-7-methoxy-1-methyl-1H-1,3-benzodiazol-2-yl}-1-(cyclopropylmethyl)-1H-pyrrolo[2,3-b]pyridin-6-yl)-3-fluoropyridine-2-carboxamide N[C@H]1CN(C[C@@H](C1)F)C(=O)C1=CC2=C(N(C(=N2)C2=CC=3C(=NC(=CC3)C=3C=C(C(=NC3)C(=O)N)F)N2CC2CC2)C)C(=C1)OC